C(C)(C)(C)OC(=O)N1C=CC2=C(C(=CC(=C12)C)OC)C(O)C1C(C1C(=O)OC)(F)F.CC(C=O)CC1=CC=C2C(=C1)OCO2 2-methyl-3-(4-methylenedioxyphenyl)propanal tert-butyl-4-((2,2-difluoro-3-(methoxycarbonyl)cyclopropyl)(hydroxy)-methyl)-5-methoxy-7-methyl-1H-indole-1-carboxylate